4-(3-(7-chloroisoquinolin-1-yl)propyl)morpholine ClC1=CC=C2C=CN=C(C2=C1)CCCN1CCOCC1